OC1=C(OC2=C(C(=CC=C2C1=O)O)O)C1=CC=C(C=O)C=C1 4-(3,7,8-Trihydroxy-4-oxo-4H-chromen-2-yl)benzaldehyde